N-(7-bromo-1-oxoisoindolin-4-yl)-3-((4,5-dimethylisoxazol-3-yl)ethynyl)benzenesulfonamide BrC=1C=CC(=C2CNC(C12)=O)NS(=O)(=O)C1=CC(=CC=C1)C#CC1=NOC(=C1C)C